BrC1=C(C=2N(C=C1)N=C(N2)N)C 7-bromo-8-methyl-[1,2,4]triazolo[1,5-a]pyridin-2-amine